C1(=CC=CC=C1)CCC=O 3-phenylpropionaldehyde